(2S,5R)-2-(2-azidospiro[3.3]heptan-6-yl)-5-methyl-piperidine N(=[N+]=[N-])C1CC2(C1)CC(C2)[C@H]2NC[C@@H](CC2)C